8-(3-fluorophenyl)-N-(4-(piperazin-1-yl)phenyl)quinazolin-2-amine FC=1C=C(C=CC1)C=1C=CC=C2C=NC(=NC12)NC1=CC=C(C=C1)N1CCNCC1